BrC1=CC=C(C=C1)C=1C2=C(C(=NC1C#N)OC)C1(C(O2)C(C(C1O)CN(CC)CC)C1=CC=CC=C1)O (4-bromophenyl)-7-((diethylamino)methyl)-8,8a-dihydroxy-1-methoxy-6-phenyl-5a,7,8,8a-tetrahydro-6H-cyclopenta[4,5]furo[3,2-c]pyridine-3-carbonitrile